butyl 2-(3-(5-(2-chloro-6-cyano-4-(1-(4-((2-(methanesulfonamido)pyrimidin-4-yl)methoxy)phenyl)-1-methyl-ethyl)phenoxy)pentoxy)propoxy)acetate ClC1=C(OCCCCCOCCCOCC(=O)OCCCC)C(=CC(=C1)C(C)(C)C1=CC=C(C=C1)OCC1=NC(=NC=C1)NS(=O)(=O)C)C#N